C(=O)(O)C1=CC=C(C(=[N+]1[O-])C1=CC=C(C=C1)F)F 6-carboxy-3-fluoro-2-(4-fluorophenyl)pyridine 1-oxide